ClC1=C(C=CC=C1Cl)N1C(=NC(=C(C1=O)C)N1CCC2(CC1)OC1=C(C2=O)C=CC=C1)C 1'-[1-(2,3-dichlorophenyl)-2,5-dimethyl-6-oxo-1,6-dihydropyrimidin-4-yl]-3H-spiro[1-benzofuran-2,4'-piperidin]-3-one